methyl (2R)-aziridine-1,2-dicarboxylate N1([C@H](C1)C(=O)[O-])C(=O)OC